COC1=NC=C(C=N1)N 2-methoxypyrimidin-5-amine